Cl.N1CC(C1)[C@@H]1CN(CCC1)C(=O)OCC=C Allyl (R)-3-(azetidin-3-yl)piperidine-1-carboxylate hydrochloride